4-amino-8-(3-fluoro-6-methyl-2-pyridinyl)-2-oxo-N-propyl-1H-quinoline-3-carboxamide NC1=C(C(NC2=C(C=CC=C12)C1=NC(=CC=C1F)C)=O)C(=O)NCCC